((S)-1-amino-1-oxo-3-phenylpropan-2-yl)-2-((S)-3-(3-guanidinophenyl)-2-palmitamidopropanamido)pentanediamide NC([C@@H](CC1=CC=CC=C1)C(C(=O)N)(CCC(=O)N)NC([C@H](CC1=CC(=CC=C1)NC(=N)N)NC(CCCCCCCCCCCCCCC)=O)=O)=O